Ethyl (E)-4-((8-methoxy-9-((3-methoxybenzyl)oxy)-2,2-dimethyl-7-(3-methylbut-2-en-1-yl)-6-oxo-2H,6H-pyrano[3,2-b]xanthen-5-yl)oxy)but-2-enoate COC=1C(=CC=2OC=3C=C4C(=C(C3C(C2C1CC=C(C)C)=O)OC/C=C/C(=O)OCC)C=CC(O4)(C)C)OCC4=CC(=CC=C4)OC